[(4,7,10-tricarboxymethyl-1,4,7,10-tetrazacyclododec-1-yl)acetyl]-(D)-phenylalanyl-(L)-cysteinyl-(L)-tyrosyl-(D)-tryptophanyl-(L)-lysyl-(L)-threoninyl-(L)-cysteinyl-(L)-threonine C(=O)(O)CN1CCN(CCN(CCN(CC1)CC(=O)O)CC(=O)O)CC(=O)N[C@H](CC1=CC=CC=C1)C(=O)N[C@@H](CS)C(=O)N[C@@H](CC1=CC=C(C=C1)O)C(=O)N[C@H](CC1=CNC2=CC=CC=C12)C(=O)N[C@@H](CCCCN)C(=O)N[C@@H]([C@H](O)C)C(=O)N[C@@H](CS)C(=O)N[C@@H]([C@H](O)C)C(=O)O